4,4,4-trifluoro-1-[4-fluoro-4-(3-pyridyl)-1-piperidyl]butan-1-one FC(CCC(=O)N1CCC(CC1)(C=1C=NC=CC1)F)(F)F